2,5,6-trimethoxybenzaldehyde COC1=C(C=O)C(=C(C=C1)OC)OC